N1C=CC=2C1=NC=C(C2)C=2C=C(CCNC(=O)NC1=CC(=CC=C1)C)C=CC2 1-(3-(1H-pyrrolo[2,3-b]pyridin-5-yl)phenethyl)-3-(3-methylphenyl)urea